[N+](=O)([O-])C1=C(C=CC=C1)NN 2-nitrophenylhydrazine